2-[3-(1,3-Benzothiazol-2-ylamino)-4-methyl-6,7-dihydro-5H-pyrido[2,3-c]pyridazin-8-yl]-5-[3-(4-ethynyl-2-fluoro-phenoxy)propyl]thiazole-4-carboxylic acid S1C(=NC2=C1C=CC=C2)NC2=C(C1=C(N=N2)N(CCC1)C=1SC(=C(N1)C(=O)O)CCCOC1=C(C=C(C=C1)C#C)F)C